3-((3-amino-5-chloropyrazin-2-yl)thio)-2-chlorobenzenesulfonamide NC=1C(=NC=C(N1)Cl)SC=1C(=C(C=CC1)S(=O)(=O)N)Cl